CC1=CC2=C(N(CN2CCC)C2=NC=CC=C2)C=C1C 5,6-dimethyl-3-propyl-1-(pyridin-2-yl)-1H-benzo[d]imidazole